C(C)(C)NC=1C(=CC=CC1)N N-isopropylbenzene-1,2-diamine